O1C=C(C=C1)C1=NN=C(O1)C=1C=C(N)C=CC1 3-(5-(furan-3-yl)-1,3,4-oxadiazol-2-yl)aniline